(3S,4S)-4-amino-1-[4-[[(1R)-1-(2,4-dichlorophenyl)ethyl]amino]-5-(difluoromethoxy)pyrimidin-2-yl]piperidin-3-ol N[C@@H]1[C@H](CN(CC1)C1=NC=C(C(=N1)N[C@H](C)C1=C(C=C(C=C1)Cl)Cl)OC(F)F)O